9-methyl-xanthene CC1C2=CC=CC=C2OC=2C=CC=CC12